C(C)(C)(C)C=1C=C(C=CC1O)C 6-tertiary butyl-p-cresol